5-(6-((2-bromopyridin-4-yl)oxy)quinolin-2-yl)-N-isopropyl-4-methoxypyrimidin-2-amine BrC1=NC=CC(=C1)OC=1C=C2C=CC(=NC2=CC1)C=1C(=NC(=NC1)NC(C)C)OC